C(C)(C)(C)OC(NCCC1=CC=C(C=C1)OCCC1=NC=CC=C1)=O 4-(2-(pyridin-2-yl)ethoxy)phenethylcarbamic acid tert-butyl ester